CC1=C(C=NC=C1)C=1NC(C=C(C1)C1=CC(=NC=C1)NC(OC)=O)=O methyl N-[4-[2-(4-methyl-3-pyridyl)-6-oxo-1H-pyridin-4-yl]-2-pyridyl]carbamate